FC1=C(C=C(C=C1)OC1=CC=CC=C1)C1N(C(C=2NN=C(C21)C2=CC=CC=1NC(OC12)=O)=O)CC1=NC=CC=C1 7-{4-(2-Fluoro-5-phenoxyphenyl)-6-oxo-5-[(pyridin-2-yl)methyl]-1,4,5,6-tetrahydropyrrolo[3,4-c]pyrazol-3-yl}-1,3-benzoxazol-2(3H)-one